(3-((6-bromo-2-methylpyridin-3-yl)oxy)cyclohexyl)phosphonic acid diethyl ester C(C)OP(OCC)(=O)C1CC(CCC1)OC=1C(=NC(=CC1)Br)C